aluminum potassium trisilicate [Si]([O-])([O-])([O-])[O-].[Si](O)(O)(O)O.[Si](O)(O)(O)O.[K+].[Al+3]